CC=1C(=C(C=C(C1)C)O)C=1N=NC(=CC1)N1C2COCC1CC2 3,5-dimethyl-2-[6-(3-oxa-8-azabicyclo[3.2.1]octan-8-yl)pyridazin-3-yl]phenol